N1=CC(=CC=C1)C=1C=C(C=CC1)C1=CC(=CC(=C1)C1=CC(=CC=C1)C=1C=NC=CC1)C1=CC(=CC=C1)C=1C=NC=CC1 1,3,5-tri[3-(3-pyridyl)phenyl]Benzene